5-bromo-1-(4-methoxybenzyl)-1H-indazole BrC=1C=C2C=NN(C2=CC1)CC1=CC=C(C=C1)OC